ClC1=CC=C(C(=N1)C#N)N[C@H](C)C=1C=C(C=C2C(C(=C(OC12)C=1C(=NC=C(C1)F)F)C)=O)C 6-Chloro-3-[[(1R)-1-[2-(2,5-difluoro-3-pyridyl)-3,6-dimethyl-4-oxo-chromen-8-yl]ethyl]amino]pyridine-2-carbonitrile